4-(1-(cyclobutylmethyl)-3-cyclopropyl-4-(trifluoromethyl)-1H-pyrazole-5-carboxamido)picolinamide C1(CCC1)CN1N=C(C(=C1C(=O)NC1=CC(=NC=C1)C(=O)N)C(F)(F)F)C1CC1